(2R)-2-amino-N-[6-(5-methoxy-2-methyl-phenoxy)-2-pyridyl]butanamide N[C@@H](C(=O)NC1=NC(=CC=C1)OC1=C(C=CC(=C1)OC)C)CC